C(#N)C1=NC(=NC(=C1)C)N1CCN(CC1)S(=O)(=O)C=1C=C2CCN(C2=CC1)C(=O)C=1C=NN(C1)CCNC(OC(C)(C)C)=O tert-butyl (2-(4-(5-((4-(4-cyano-6-methylpyrimidin-2-yl)piperazin-1-yl)sulfonyl)indoline-1-carbonyl)-1H-pyrazol-1-yl)ethyl)carbamate